C[Si](N1CN(C=C1)[Si](C)(C)C)(C)C 1,3-bis(trimethylsilyl)-imidazole